C1=CC=CC=2C3=CC=CC=C3C3(C12)C1=CC=CC=C1C=1C=CC=CC13 9,9'-spirobi[9H-fluorene]